6-(cyclobutoxy)-2-[(1S,4S)-1-methyl-2-oxabicyclo[2.2.1]heptan-4-yl]indazole-5-carboxylic acid C1(CCC1)OC=1C(=CC2=CN(N=C2C1)[C@@]12CO[C@@](CC1)(C2)C)C(=O)O